6-(4-(3-cyanophenyl)-1-(2,2-difluoro-ethyl)-1H-imidazol-5-yl)imidazo[1,2-b]pyridazine-3-carbonitrile C(#N)C=1C=C(C=CC1)C=1N=CN(C1C=1C=CC=2N(N1)C(=CN2)C#N)CC(F)F